2',2''-(propane-1,3-diylbis(oxy))bis(3-(3,6-di-tert-butyl-9H-carbazol-9-yl)-3'-methyl-5'-trifluoromethyl-5-(2,4,4-trimethylpentan-2-yl)biphenyl-2-ol) hafnium [Hf].C(CCOC1=C(C=C(C=C1C)C(F)(F)F)C=1C(=C(C=C(C1)C(C)(CC(C)(C)C)C)N1C2=CC=C(C=C2C=2C=C(C=CC12)C(C)(C)C)C(C)(C)C)O)OC1(C(=CC(=CC1N1C2=CC=C(C=C2C=2C=C(C=CC12)C(C)(C)C)C(C)(C)C)C(C)(CC(C)(C)C)C)C1=CC(=CC(=C1)C(F)(F)F)C)O